C(C1=CC=CC=C1)OC(=O)N[C@H](C(=O)NC=1C=C2CC(CC2=CC1)(C(=O)O)N1C(N[C@@H](C1)C(C)C)=O)C(C1CCCCC1)C1CCCCC1 5-((S)-2-(((benzyloxy)carbonyl)amino)-3,3-dicyclohexylpropionamido)-2-((R)-4-iso-Propyl-2-oxoimidazolidin-1-yl)-2,3-dihydro-1H-indene-2-carboxylic acid